1-((1S,4R,5S)-2-acetyl-2-azabicyclo[2.2.1]heptan-5-yl)-3-(5-chloro-4-(5,5-dimethyl-5,6-dihydro-4H-pyrrolo[1,2-b]pyrazol-3-yl)pyridin-2-yl)urea C(C)(=O)N1[C@@H]2C[C@@H]([C@@H](C1)C2)NC(=O)NC2=NC=C(C(=C2)C2=C1N(N=C2)CC(C1)(C)C)Cl